CC(CCCCC(C(C(C(=O)[O-])(CCCCC(C)C)CCCCC(C)C)(O)C(=O)[O-])C(=O)[O-])C tri(5-methyl-1-hexyl)citrate